CC1=NC2=C(C=CC=C2C(N1)=O)[N+](=O)[O-] 2-methyl-8-nitroquinazolin-4(3H)-one